phenyl-(4-phenyl-2,3-dihydro-1H-pyrrol-1-yl)methanone C1(=CC=CC=C1)C(=O)N1CCC(=C1)C1=CC=CC=C1